NC=1[N]N=C(C1C(=O)NC1=CC(=C(C=C1)F)Cl)C1CC2CC(CC2C1)(C=1N=CN(C1)C)O 3-amino-N-(3-chloro-4-fluorophenyl)-5-(5-hydroxy-5-(1-methyl-1H-imidazol-4-yl)octahydropentalen-2-yl)-2λ2-pyrazole-4-carboxamide